FC=1C(=NC=NC1N(CC1=CC=C(C=C1)OC(F)(F)F)C)NCC1C(CN(CC1)CC(=O)N)O 2-(4-(((5-fluoro-6-(methyl(4-(trifluoromethoxy)benzyl)amino)pyrimidin-4-yl)amino)methyl)-3-hydroxypiperidin-1-yl)acetamide